O[C@H]1CC[C@@]2([C@H]3CC[C@]4([C@H]([C@@H]3CC=C2C1)CC[C@@H]4[C@@H](CCC(=O)N4CC(NCC4)=O)C)C)C 4-[(4R)-4-[(1R,3aS,3bS,7S,9aR,9bS,11aR)-7-hydroxy-9a,11a-dimethyl-1H,2H,3H,3aH,3bH,4H,6H,7H,8H,9H,9aH,9bH,10H,11H,11aH-cyclopenta[a]phenanthren-1-yl]pentanoyl]piperazin-2-one